(S)-2-(tert-butoxycarbonylamino)-3-(4-((2S,3r,4S,5S,6r)-3,4,5-trihydroxy-6-(hydroxymethyl)tetrahydro-2H-pyran-2-yloxy)phenyl)propionic acid C(C)(C)(C)OC(=O)N[C@H](C(=O)O)CC1=CC=C(C=C1)O[C@@H]1O[C@@H]([C@H]([C@@H]([C@H]1O)O)O)CO